(E)-6-((hydroxyimino)methyl)-4-methoxypyridine-3-carbonitrile O\N=C\C1=CC(=C(C=N1)C#N)OC